2-indolinyl-4-dimethylaminomethyl-[1,3]-dioxolane N1(CCC2=CC=CC=C12)C1OCC(O1)CN(C)C